NC1=NC=CC=2N1C(=NC2C2CN(CC2)C(C=C)=O)C=2C=NC(=CC2)OC2=NC=CC(=C2)OC 1-(3-(5-amino-3-(6-((4-methoxypyridin-2-yl)oxy)pyridin-3-yl)imidazo[1,5-c]pyrimidin-1-yl)pyrrolidin-1-yl)prop-2-en-1-one